S(N)(OC[C@@H]1OC(O[C@H]1C1=C(C=C(C=C1)Cl)Cl)C)(=O)=O ((4S,5S)-5-(2,4-dichlorophenyl)-2-methyl-1,3-dioxolan-4-yl)methyl sulfamate